C1(=CC=CC=C1)C(=O)N1CCC2(CC3N(C(OC3)C3=CC(=CC(=C3)F)F)C2=O)CC1 1-(benzenecarbonyl)-3'-(3,5-difluoro-phenyl)dihydro-1'H,3'H,5'H-spiro-[piperidine-4,6'-pyrrolo[1,2-c][1,3]-oxazol]-5'-one